C(C)(C)(C)N1N=C(C(=C1)C(=O)OCC1=CC=CC=C1)C=1C(=NC(=CC1)F)F Benzyl 1-tert-butyl-3-(2,6-difluoropyridin-3-yl)pyrazole-4-carboxylate